2,2-dimethyl-heptanediol CC(C(O)O)(CCCCC)C